(1R,5R,18S)-5-ethyl-3-imino-16,16-dimethyl-15,25-dioxa-2,4,19-triazahexacyclo[19.6.2.22,5.211,14.013,18.024,28]tritriaconta-11,13,21,23,28,30-hexaene-20,33-dione C(C)[C@@]12NC(N([C@@H]3CCOC4=CC=C(C(N[C@H]5CC(OC6=C5C=C(CCCCC1)C=C6)(C)C)=O)C=C34)C(C2)=O)=N